(6S,9R)-10-benzyl-1-methylhexahydro-1H,3H-6,9-epiminooxazolo[3,4-a]azepin-3-one C(C1=CC=CC=C1)N1[C@H]2CC[C@@H]1C1N(C2)C(OC1C)=O